NC1=C(C=CC=C1F)C(=O)C=1C=NC(=C(C1)C)C(F)F (2-amino-3-fluoro-phenyl)-[6-(difluoromethyl)-5-methyl-3-pyridyl]meth-anone